FC(C1=NN2C(N=C(C=C2NC[C@@H](C2=CC=C(C=C2)F)N2CC3(CN(C3)C(=O)C3(CC3)C#N)C2)C(F)(F)F)=C1)(F)F (R)-1-(6-(2-((2,5-Bis(trifluoromethyl)pyrazolo[1,5-a]pyrimidin-7-yl)amino)-1-(4-fluorophenyl)ethyl)-2,6-diazaspiro[3.3]heptane-2-carbonyl)cyclopropane-1-carbonitrile